OCC1(COCC1)NC(=O)C1=C(OC2=C1C=C(C=C2)OCC=2C(=NC=CC2)O)C N-(3-(hydroxymethyl)tetrahydrofuran-3-yl)-5-((2-hydroxypyridin-3-yl)methoxy)-2-methylbenzofuran-3-carboxamide